C(#N)C(C(=O)NC1=NC=NS1)=C(O)C1=CC(=C(C(=C1)[N+](=O)[O-])O)O 2-cyano-3-(3,4-dihydroxy-5-nitrophenyl)-3-hydroxy-N-(1,2,4-thiadiazol-5-yl)acrylamide